2-((S)-2,2-dimethylcyclopropanecarbonyl)-6-(5-hydroxybenzo[d]thiazol-7-yl)-2,6-diazaspiro[3.4]octane-8-carboxamide CC1([C@H](C1)C(=O)N1CC2(C1)CN(CC2C(=O)N)C2=CC(=CC=1N=CSC12)O)C